(6-((1-ethyl-1H-imidazol-4-yl)sulfonyl)-1-(4-fluorophenyl)-4,4a,5,6,7,8-hexahydro-1H-pyrazolo[3,4-g]isoquinolin-4a-yl)(4-(trifluoromethyl)pyridin-2-yl)methanone C(C)N1C=NC(=C1)S(=O)(=O)N1CC2(CC3=C(C=C2CC1)N(N=C3)C3=CC=C(C=C3)F)C(=O)C3=NC=CC(=C3)C(F)(F)F